OC1CCC(CC1)O[C@@H](CN1C(N(C(C2=C1SC(=C2C)C=2OC=CN2)=O)C(C(=O)O)(C)C)=O)C2=C(C=CC=C2)OC(C)C 2-(1-((R)-2-(((1S,4S)-4-hydroxycyclohexyl)oxy)-2-(2-isopropoxyphenyl)ethyl)-5-methyl-6-(oxazol-2-yl)-2,4-dioxo-1,2-dihydrothieno[2,3-d]pyrimidin-3(4H)-yl)-2-methylpropionic acid